methyl 4-[(1S,4S,5R)-5-[[3-(2-chloro-6-methylphenyl)-5-cyclopropyl-1,2-oxazol-4-yl]methoxy]-2-azabicyclo[2.2.1]heptan-2-yl]-2-fluorobenzoate ClC1=C(C(=CC=C1)C)C1=NOC(=C1CO[C@H]1[C@@H]2CN([C@H](C1)C2)C2=CC(=C(C(=O)OC)C=C2)F)C2CC2